(2S,3S)-1-cyano-N-(6-(3,5-dimethylisoxazol-4-yl)benzo[d]thiazol-2-yl)-2-methyl-pyrrolidine-3-carboxamide C(#N)N1[C@H]([C@H](CC1)C(=O)NC=1SC2=C(N1)C=CC(=C2)C=2C(=NOC2C)C)C